OCC12COP(OC1)(OC2)=O 4-HYDROXYMETHYL-2,6,7-TRIOXA-1-PHOSPHABICYCLO[2.2.2]OCTANE 1-OXIDE